(S)-2-(6-(1,4-dimethyl-1H-1,2,3-triazol-5-yl)-3-isopropyl-4-(phenyl-(tetrahydro-2H-pyran-4-yl)methyl)-4H-thieno[2',3':4,5]pyrrolo[3,2-b]pyridin-2-yl)propan-2-ol CN1N=NC(=C1C=1C=C2C(=NC1)C1=C(N2[C@@H](C2CCOCC2)C2=CC=CC=C2)C(=C(S1)C(C)(C)O)C(C)C)C